ClC1=CC=C(C=C1)C1=CCC(O1)=O 5-(4-chlorophenyl)furan-2(3H)-one